(S)-2-(3-(dimethylamino)-2,5-dioxopyrrolidin-1-yl)-N-(2-fluorobenzyl)propanamide hydrochloride Cl.CN(C1C(N(C(C1)=O)[C@H](C(=O)NCC1=C(C=CC=C1)F)C)=O)C